C(C)(C)(CC(C)(C)C)NC(C=C)=O N-tertiary-octyl-acrylamide